cis-crotonyl chloride C(\C=C/C)(=O)Cl